N=C(C(=O)N)CCCC(=O)N iminoadipamide